1-isocyanato-3,3,5-trimethyl-5-isocyanatomethyl-cyclohexane tert-butyl-(4-((4-(4-chloro-6-cyanopyrimidin-2-yl)piperazin-1-yl)sulfonyl)phenyl)carbamate C(C)(C)(C)N(C(O)=O)C1=CC=C(C=C1)S(=O)(=O)N1CCN(CC1)C1=NC(=CC(=N1)Cl)C#N.N(=C=O)C1CC(CC(C1)(CN=C=O)C)(C)C